ClC1=NN(C=C1)C=1N(C(=C(N1)NCC1=NC=C(C=C1C(=O)OCC)C(F)(F)F)S(=O)(=O)CC)C ethyl 2-[[[2-(3-chloropyrazol-1-yl)-5-ethylsulfonyl-1-methyl-imidazol-4-yl]amino]methyl]-5-(trifluoromethyl)pyridine-3-carboxylate